CO[Si](O[Si](OC)(OC)CCCN(C)C)(OC)CCCN(C)C 3,3'-(1,1,3,3-tetramethoxydisiloxane-1,3-diyl)bis(N,N-dimethylpropan-1-amine)